FC1=C(C(=CC=C1)F)C(C(=O)OC)O Methyl 2-(2,6-difluorophenyl)-2-hydroxyacetate